FC1=C(CC2=NC3=C(N2C2COCC2(C)C)C=C(C=C3)C(=O)O)C=C(C(=C1)C1=NC(=CC=C1)OCC=1C=NC(=CC1F)C=1C=NN(C1)C)F 2-(2,5-difluoro-4-(6-((4-fluoro-6-(1-methyl-1H-pyrazol-4-yl)pyridin-3-yl)methoxy)pyridin-2-yl)benzyl)-1-(4,4-dimethyltetrahydrofuran-3-yl)-1H-benzo[d]imidazole-6-carboxylic acid